NCCCCN(S(=O)(=O)C1=CC(=C(C=C1)Cl)CNC1(CC1)C=1C=NC=CC1C1=C(C=CC=C1)OC1CC1)CC N-(4-aminobutyl)-4-chloro-3-[([1-[4-(2-cyclopropoxyphenyl)pyridin-3-yl]cyclopropyl]amino)methyl]-N-ethylbenzene-1-sulfonamide